ClC=1C=C2C(=CNC2=CC1)CCOC=1C2=C(N=C(N1)C=1C(=NC=CC1)O)SC=N2 3-(7-(2-(5-chloro-1H-indol-3-yl)ethoxy)thiazolo[5,4-d]pyrimidin-5-yl)pyridin-2-ol